6-bromo-4-fluoro-2H-benzo[d][1,2,3]triazole BrC=1C=C(C=2C(=NNN2)C1)F